ClC=1C=CC=C2CC[C@H]([C@H](C12)N(C([O-])=O)C(C)C)OC (1S,2R)-8-Chloro-2-methoxy-1,2,3,4-tetrahydronaphthalin-1-yl-isopropylcarbamat